methyl (R)-3-((1-(4-(3-(3-((tert-butoxy carbonyl)amino)piperidine-1-carbonyl)-5-(4-cyano-3-fluorophenyl)-1H-pyrazol-1-yl)phenyl)piperidin-4-yl)oxy)propanoate C(C)(C)(C)OC(=O)N[C@H]1CN(CCC1)C(=O)C1=NN(C(=C1)C1=CC(=C(C=C1)C#N)F)C1=CC=C(C=C1)N1CCC(CC1)OCCC(=O)OC